N6,N6-bis(2-hydroxydodecyl)lysine OC(CN(CCCC[C@H](N)C(=O)O)CC(CCCCCCCCCC)O)CCCCCCCCCC